methyl (S)-3,3-dimethyl-2-(4-methyl-1H-1,2,3-triazol-1-yl)butanoate CC([C@@H](C(=O)OC)N1N=NC(=C1)C)(C)C